CC=1C=C(N)C=CC1C#N 3-methyl-4-cyanoaniline